2,6-Difluoro-4-isobutylbenzonitrile FC1=C(C#N)C(=CC(=C1)CC(C)C)F